methyl (2R,3S,5R)-3-((difluoromethyl)sulfonamido)-5-methyl-2-((((1S,3S,6R)-6-(pyrimidin-2-yl)bicyclo[4.1.0]heptan-3-yl)oxy)methyl)pyrrolidine-1-carboxylate FC(S(=O)(=O)N[C@@H]1[C@@H](N([C@@H](C1)C)C(=O)OC)CO[C@@H]1C[C@@H]2C[C@@]2(CC1)C1=NC=CC=N1)F